methyl-3-aminobutyric acid CC(C(=O)O)C(C)N